(1R,2R)-2',6'-bis(ethoxymethoxy)-5-methyl-4'-pentyl-2-(prop-1-en-2-yl)-1,2,3,4-tetrahydro-1,1'-biphenyl C(C)OCOC1=C(C(=CC(=C1)CCCCC)OCOCC)[C@H]1[C@@H](CCC(=C1)C)C(=C)C